5-methyl-pyrazol CC1=CC=NN1